CN1N=C(C(=C1)CC1=C(C=CC=C1)OCCN1CCOCC1)C1=NC(=NC(=C1)C(F)(F)F)N 4-[1-methyl-4-[[2-(2-morpholinoethoxy)phenyl]methyl]pyrazol-3-yl]-6-(trifluoromethyl)pyrimidin-2-amine